4-[(morpholin-4-yl)methyl]-8,14-dioxa-10,19,20-triazatetracyclo[13.5.2.12,6.018,21]tricosa-1(20),2,4,6(23),15,17,21-heptaen-9-one N1(CCOCC1)CC=1C=C2C3=NNC4=CC=C(OCCCNC(OCC(C1)=C2)=O)C=C34